OC1=CC=C(C=C1)\C(=C(/CC)\C1=CC=CC=C1)\C1=CC=C(C=C1)N1CCC(CC1)CN1CCN(CC1)C1=CC=C2C(=N1)CN(C2=O)C2C(NC(CC2)=O)=O (E)-3-(2-(4-((1-(4-(1-(4-hydroxyphenyl)-2-phenylbut-1-en-1-yl)phenyl)piperidin-4-yl)methyl)piperazin-1-yl)-5-oxo-5,7-dihydro-6H-pyrrolo[3,4-b]pyridin-6-yl)piperidine-2,6-dione